N1=CC(=C2COCCN21)C2=CN1C(S2)=C(C=N1)C(=O)NC=1C(=NC=C(C1)NC(CN1CC(C1)(C)C)=O)C 2-(6,7-dihydro-4H-pyrazolo[5,1-c][1,4]oxazin-3-yl)-N-(5-(2-(3,3-dimethylazetidin-1-yl)acetamido)-2-methylpyridin-3-yl)pyrazolo[5,1-b]thiazole-7-carboxamide